FC=1C(=C2C=C(NC2=CC1)C(=O)OC)C(F)(F)F methyl 5-fluoro-4-(trifluoromethyl)-1H-indole-2-carboxylate